2-(2,6-dioxopiperidin-3-yl)-5-(4-(piperidin-4-ylmethyl)piperazin-1-yl-2,2,3,3,5,5,6,6-d8)isoindoline-1,3-dione O=C1NC(CCC1N1C(C2=CC=C(C=C2C1=O)N1C(C(N(C(C1([2H])[2H])([2H])[2H])CC1CCNCC1)([2H])[2H])([2H])[2H])=O)=O